C12CCC(CC1)N2C2=NC(=CC1=C2N=C(N=C1)NC1=NC=2CCN(CC2C=C1)C(=O)C1CN(CCO1)CCO)C1COC1 [2-[[8-(7-azabicyclo[2.2.1]heptan-7-yl)-6-(oxetan-3-yl)pyrido[3,4-d]pyrimidin-2-yl]amino]-7,8-dihydro-5H-1,6-naphthyridin-6-yl]-[4-(2-hydroxyethyl)morpholin-2-yl]methanone